5-(3-Acetyl-1-(2-((2S,4R)-2-(6-bromo-1-oxidopyridin-2-ylcarbamoyl)-4-fluoropyrrolidin-1-yl)-2-oxoethyl)-1H-indazol-5-yl)-2-methylpyrimidine 1-oxide C(C)(=O)C1=NN(C2=CC=C(C=C12)C=1C=NC(=[N+](C1)[O-])C)CC(=O)N1[C@@H](C[C@H](C1)F)C(NC1=[N+](C(=CC=C1)Br)[O-])=O